2-(1-(3-chlorophenyl)cyclopropyl)-6-(4-phenoxybenzoyl)-3,5,6,7,8,9-hexahydro-4H-pyrimido[5,4-c]azepin-4-one ClC=1C=C(C=CC1)C1(CC1)C=1NC(C=2CN(CCCC2N1)C(C1=CC=C(C=C1)OC1=CC=CC=C1)=O)=O